2-(2,6-dioxo-3-piperidyl)-5-[4-[1-[2-[4-[6-(5-isopropoxy-1H-indazol-3-yl)pyrimidin-4-yl]piperazin-1-yl]ethyl]azetidin-3-yl]-1-piperidyl]isoindoline-1,3-dione O=C1NC(CCC1N1C(C2=CC=C(C=C2C1=O)N1CCC(CC1)C1CN(C1)CCN1CCN(CC1)C1=NC=NC(=C1)C1=NNC2=CC=C(C=C12)OC(C)C)=O)=O